ClC=1C=C(C=CC1OC)C[C@@H](C(=O)O)NC(=O)OCC1C2=CC=CC=C2C=2C=CC=CC12 (2S)-3-(3-chloro-4-methoxy-phenyl)-2-({[(9H-fluoren-9-yl)methoxy]carbonyl}amino)propanoic acid